Di-Tert-Butyl 1,2-bis(2-(tert-butoxy)-2-oxoethyl)hydrazine-1,2-dicarboxylate C(C)(C)(C)OC(CN(N(C(=O)OC(C)(C)C)CC(OC(C)(C)C)=O)C(=O)OC(C)(C)C)=O